FC(C1=C2C(=NN1)CCC2O)(F)F 3-(trifluoromethyl)-4,6-dihydro-cyclopenta[c]pyrazol-4-ol